N-[4-(azidomethyl)phenyl]acetamide N(=[N+]=[N-])CC1=CC=C(C=C1)NC(C)=O